NCO[SiH3] aminomethoxysilane